ClC=1C(=CC(=NC1)OC)[C@H](C(=O)N1C[C@]2(CC1)NC1=NC(=C(C=C1CC2)C2=NC=CC=N2)C)C (2R)-2-(5-Chloro-2-methoxypyridin-4-yl)-1-[(2S)-7-methyl-6-(pyrimidin-2-yl)-3,4-dihydro-1H-spiro[1,8-naphthyridin-2,3'-pyrrolidin]-1'-yl]propan-1-on